(N-methyl)glycine CNCC(=O)O